acetyl-4'-fluoro-2'-methoxy-4-trifluoromethyl-1,1'-biphenyl-2-carboxylic acid methyl ester COC(=O)C=1C(=CC=C(C1C(C)=O)C(F)(F)F)C1=C(C=C(C=C1)F)OC